CC1=C(OC2=CC=C(C=C2C1=O)C)C=1C=CC=2N(C1)C=C(N2)C 3,6-dimethyl-2-(2-methylimidazo[1,2-a]pyridin-6-yl)chromen-4-one